ClC=1C=C(CN2CC3=C(CC2)C(=C(S3)NC(=O)NCCCCN3CCCC3)C(=O)N)C(=CC1)Cl 6-(3,6-dichlorobenzyl)-2-{3-[4-(pyrrolidin-1-yl)butyl]ureido}-4,5,6,7-tetrahydrothieno[2,3-c]pyridine-3-carboxamide